C(#N)[C@@H]1[C@H](C1)C(=O)N1CCC=CC1 1-((1S,2S)-2-cyanocyclopropane-1-carbonyl)-1,2,3,6-tetrahydropyridin